1,3-didodecyl-1,1,3,3-tetramethyldisilazane C(CCCCCCCCCCC)[Si](N[Si](C)(C)CCCCCCCCCCCC)(C)C